7-benzyl-2,3-dihydroxy-6-methyl-4-propylnaphthalene-1-carboxylic acid C(C1=CC=CC=C1)C1=C(C=C2C(=C(C(=C(C2=C1)C(=O)O)O)O)CCC)C